[4-(6-Amino-4-methoxy-pyridin-3-yl)-piperazin-1-yl]-(4-methoxy-5-phenyl-pyridin-2-yl)-methanone NC1=CC(=C(C=N1)N1CCN(CC1)C(=O)C1=NC=C(C(=C1)OC)C1=CC=CC=C1)OC